ClC=1C=C(C=CC1)[C@@H](CO)NC(=O)NC=1C=NN(C1)C1=NC(=NC=C1C)NC=1C=NC=CC1 (S)-1-(1-(3-chlorophenyl)-2-hydroxyethyl)-3-(1-(5-methyl-2-(pyridin-3-ylamino)pyrimidin-4-yl)-1H-pyrazol-4-yl)urea